FC(COC1=C(C(=C(OCSC2=NOC(C2)(C)C)C(=C1F)F)F)F)F 3-(((4-(2,2-difluoroethoxy)-2,3,5,6-tetrafluorophenoxy)methyl)thio)-5,5-dimethyl-4,5-dihydroisoxazole